N-(5-((2-((1R,4S)-2-azabicyclo[2.2.1]heptan-2-yl)ethyl)carbamoyl)-2-methylpyridin-3-yl)-2-(1,3-dimethyl-1H-pyrazol-4-yl)pyrazolo[5,1-b]thiazole-7-carboxamide [C@@H]12N(C[C@@H](CC1)C2)CCNC(=O)C=2C=C(C(=NC2)C)NC(=O)C=2C=NN1C2SC(=C1)C=1C(=NN(C1)C)C